FC=1C=C2C(NN=C(C2=CC1F)C(C)N(C(=O)NC1=CC=C(C=C1)F)C)=O 1-(1-(6,7-difluoro-4-oxo-3,4-dihydrophthalazin-1-yl)ethyl)-3-(4-fluorophenyl)-1-methylurea